O[C@H]1C[C@@H]2CC[C@H]3[C@@H]4CC[C@H](C(CO)=O)[C@]4(CC[C@@H]3[C@]2(CC1)COC)C (3α,5α)-3,21-Dihydroxy-19-methoxypregnan-20-one